C1(CC1)C=1SC=C(N1)[C@H](CC1=CC=C(C=C1)NS(=O)(=O)O)NC=1SC=C(N1)C1=C(C=CC=C1)OC 4-((S)-2-(2-cyclopropylthiazol-4-yl)-2-(4-(2-methoxyphenyl)thiazol-2-ylamino)-ethyl)phenylaminosulfonic acid